4-amino-2R-methylbutanoate NCC[C@H](C(=O)[O-])C